FC1=C(C=C(C=C1)C1=NOC(=N1)N1CC2=C(CC1)N=C(S2)NC(=O)NCC=2N(C=CN2)C)OC N-{5-[3-(4-fluoro-3-methoxyphenyl)-1,2,4-oxadiazol-5-yl]-4,5,6,7-tetrahydro[1,3]thiazolo[5,4-c]pyridin-2-yl}-N'-[(1-methyl-1H-imidazol-2-yl)methyl]urea